C[AsH]C dimethyl-arsine